3α-(tert-butyldimethylsilyloxy)-5α-androstan-17β-ol [Si](C)(C)(C(C)(C)C)O[C@H]1C[C@@H]2CC[C@H]3[C@@H]4CC[C@@H]([C@@]4(C)CC[C@@H]3[C@]2(CC1)C)O